FC1=CC=C(C=C1)N1CCN(CC1)C=1N(C(C2=CC(=CC(=C2C1)[C@@H](C)N[S@](=O)C(C)(C)C)C)=O)C (R)-N-((R)-1-(3-(4-(4-fluorophenyl)piperazin-1-yl)-2,7-dimethyl-1-oxo-1,2-dihydroisoquinolin-5-yl)ethyl)-2-methylpropane-2-sulfinamide